1-Nitro-4-(1,1,1-trifluoro-2-methyl-2-propyl)benzene [N+](=O)([O-])C1=CC=C(C=C1)C(C(F)(F)F)(C)C